Triethoxy(3,3,4,4,5,5,6,6,7,7,8,8,9,9,10,10,11,11,12,12,12-heneicosafluorododecyl)silane C(C)O[Si](CCC(C(C(C(C(C(C(C(C(C(F)(F)F)(F)F)(F)F)(F)F)(F)F)(F)F)(F)F)(F)F)(F)F)(F)F)(OCC)OCC